C(#N)C1=CC(=C(C=C1)CC(=O)OC)F methyl 2-(4-cyano-2-fluorophenyl)acetate